6-(1,4-dimethyl-1H-1,2,3-triazol-5-yl)-4-(phenyl-(tetrahydro-2H-pyran-4-yl)methyl)-4H-thieno[2',3':4,5]pyrrolo[3,2-b]pyridine CN1N=NC(=C1C=1C=C2C(=NC1)C1=C(N2C(C2CCOCC2)C2=CC=CC=C2)C=CS1)C